C(C(=C)C)(=O)OCCN1C(CCC1)=O N-(2-methacryloxyethyl)-2-pyrrolidone